[Bi+3].C(\C=C/C(=O)[O-])(=O)[O-].C(\C=C/C(=O)[O-])(=O)[O-].C(\C=C/C(=O)[O-])(=O)[O-].[Bi+3] maleic acid bismuth salt